9-(2,7-dichloro-8-fluoropyrido[4,3-d]pyrimidin-4-yl)-1,6-dioxa-9-azaspiro[3.6]decane ClC=1N=C(C2=C(N1)C(=C(N=C2)Cl)F)N2CCOCC1(CCO1)C2